6-[5-[(1R)-1-Benzyloxy-1-(trifluoromethyl)but-3-enyl]-1,3,4-oxadiazol-2-yl]-N-(1,1-dimethylpent-4-enyl)-5-nitro-3-(trifluoromethyl)pyridine-2-amine C(C1=CC=CC=C1)O[C@@](CC=C)(C(F)(F)F)C1=NN=C(O1)C1=C(C=C(C(=N1)NC(CCC=C)(C)C)C(F)(F)F)[N+](=O)[O-]